pentyl formate (amyl formate) C(CCCC)C(=O)O.C(=O)OCCCCC